CC1=C(C=CC(=C1)OC(F)(F)F)COC1CN(C1)C(=O)N1C[C@@H]2[C@@H](OCC(N2)=O)CC1 (4aR,8aS)-6-[3-[[2-methyl-4-(trifluoromethoxy)phenyl]methoxy]azetidine-1-carbonyl]-4,4a,5,7,8,8a-hexahydropyrido[4,3-b][1,4]oxazin-3-one